Cl.Cl.C(CN)N ethylenediamine, dihydrochloride